Br.C(C1=CC=CC=C1)N1C[C@H](OCC1)COC1=C(C=CC=C1)OCC (S)-4-benzyl-2-((2-ethoxyphenoxy)methyl)morpholine HBr